butyl (3-(4-(N-(3,5-dichloro-4-(3-chloropropoxy)phenyl)acetamido)phenoxy)-2-oxopropyl)(methylsulfonyl)carbamate ClC=1C=C(C=C(C1OCCCCl)Cl)N(C(C)=O)C1=CC=C(OCC(CN(C(OCCCC)=O)S(=O)(=O)C)=O)C=C1